FC(CC=1C=CC(=NC1)NC=1C=C2C=CNC2=CC1)(F)F N-(5-(2,2,2-trifluoroethyl)pyridin-2-yl)-1H-indol-5-amine